methanone tri-hydrochloride Cl.Cl.Cl.C=O